BrC=1C=NC(=C(C(=O)O)C1C)OC=1C(=NC(=CC1)F)C 5-bromo-2-((6-fluoro-2-methylpyridin-3-yl)oxy)-4-methylnicotinic acid